N-(3-(4-(difluoromethyl)piperidin-1-yl)-4-(4-(6-(4,4-difluoropiperidin-1-yl)-4-methylpyridin-2-yl)-1H-1,2,3-triazol-1-yl)phenyl)-2-hydroxyethane-1-sulfonamide FC(C1CCN(CC1)C=1C=C(C=CC1N1N=NC(=C1)C1=NC(=CC(=C1)C)N1CCC(CC1)(F)F)NS(=O)(=O)CCO)F